DIMETHYLOLBUTANAL C(O)C(C=O)(CC)CO